quinolizinol C1C=CC(=C2N1C=CC=C2)O